methyl aminopropanoate hydrochloride salt Cl.NC(C(=O)OC)C